F\C(=C/CC1=CC=CC=C1)\C1=C(N(C2=CC=C(C=C12)C(C)C)CC(C(=O)N)(C)C)C1=CC=CC=C1 (Z)-3-(3-(1-Fluoro-3-phenylprop-1-en-1-yl)-5-isopropyl-2-phenyl-1H-indol-1-yl)-2,2-dimethylpropanamide